O=C1NC(CCC1C1=C(C=C(C=C1)N1CCC(CC1)CC=O)F)=O (1-(4-(2,6-dioxopiperidin-3-yl)-3-fluorophenyl)piperidin-4-yl)acetaldehyde